Cyclooctylaminopropan C1(CCCCCCC1)NCCC